CC(C[NH-])CCC[NH-] 2-methyl-pentamethylenediamide